N[C@H](CCS(=O)C)C(=O)O R-methionine sulfoxide